3-(7-(7-(4-(dimethylcarbamoyl)-phenyl)-5H-pyrrolo[2,3-b]pyrazin-2-yl)-5-methyl-3,4-dihydroisoquinolin-2(1H)-yl)propanoic acid CN(C(=O)C1=CC=C(C=C1)C1=CNC2=NC=C(N=C21)C2=CC(=C1CCN(CC1=C2)CCC(=O)O)C)C